FC(C=1C=C(C=CC1)N1C=CC2=CC(=CC=C12)NC(C=C)=O)(F)F N-(1-(3-(trifluoromethyl)phenyl)-1H-indol-5-yl)-acrylamide